C1CCN[C@@H](C1)C(=O)[O-] The molecule is a pipecolate that is the conjugate acid of L--pipecolic acid. It has a role as a human metabolite and a plant metabolite. It is a conjugate acid of a L-pipecolic acid. It is an enantiomer of a D-pipecolate.